5-(2-fluoro-6-hydroxy-3-(5-methylpyrrolidin-3-yl)phenyl)-1,2,5-thiadiazolidin-3-one 1,1-dioxide FC1=C(C(=CC=C1C1CNC(C1)C)O)N1CC(NS1(=O)=O)=O